BrC1=C(C=C2C(=NC(=NC2=C1Cl)C)C=1C(=C(C(=CC1C(C)C)C(C)C)S(=O)(=O)O)C(C)C)I 7-bromo-8-chloro-6-iodo-2-methyl-quinazolin-4-yl-2,4,6-triisopropylbenzenesulfonic acid